O1CCN(CC1)CCCOC1=CC=C(C=C1)NC1=NC=CC(=N1)NC=1C(NC2=CC=CC=C2C1)=O 3-{2-[p-(3-morpholinopropoxy)phenylamino]-4-pyrimidinylamino}-2(1H)-quinolinone